C(C1CCCO1)C(C(=O)O)=C.C(C=C)(=O)OCC1CCCO1 Tetrahydrofurfuryl acrylate (Tetrahydrofurfuryl acrylate)